6-(difluoromethyl)-N-(1-methyl-1H-tetrazol-5-yl)-2-(((2-methyl-2H-tetrazol-5-yl)methoxy)methyl)nicotinamide FC(C1=NC(=C(C(=O)NC2=NN=NN2C)C=C1)COCC=1N=NN(N1)C)F